(1S,3S,4S)-2-((3-chlorophenyl)glycyl)-5,5-difluoro-N-((S,E)-4-fluoro-4-(methylsulfonyl)-1-((R)-2-oxopyrrolidin-3-yl)but-3-en-2-yl)-2-azabicyclo[2.2.2]octane-3-carboxamide ClC=1C=C(C=CC1)NCC(=O)N1[C@@H]2CC([C@H]([C@H]1C(=O)N[C@@H](C[C@@H]1C(NCC1)=O)\C=C(\S(=O)(=O)C)/F)CC2)(F)F